3-(6-amino-8-((7-iodo-2,3-dihydrobenzo[b][1,4]dioxin-6-yl)thio)-9H-purin-9-yl)-N-cyclopropylpropane-1-sulfonamide NC1=C2N=C(N(C2=NC=N1)CCCS(=O)(=O)NC1CC1)SC1=CC2=C(OCCO2)C=C1I